4,8-dioxo-4,8-dihydrothieno[2',3':4,5]benzo[1,2-c][1,2,5]thiadiazole-6-carboxylic acid O=C1C2=C(C(C3=NSN=C31)=O)C=C(S2)C(=O)O